oxo-4-(phenylmethoxy)-1H-indole-3-acetamide O=C(C(=O)N)C1=CNC2=CC=CC(=C12)OCC1=CC=CC=C1